ClC=1C(=CC2=C(OC(O2)(C)C)C1)CN1OC(C(C1=O)(C)C)=O 2-[(6-chloro-2,2-dimethyl-1,3-benzodioxol-5-yl)methyl]-4,4-dimethyl-isoxazolidine-3,5-dione